5-{[1-(tert-butoxycarbonyl)azetidin-3-yl]oxy}-3-fluoropyridine-2-carboxylic acid methyl ester COC(=O)C1=NC=C(C=C1F)OC1CN(C1)C(=O)OC(C)(C)C